FC1(C(C1)CC1=CC(=C(C(=C1)F)C#N)F)F 4-((2,2-difluorocyclopropyl)methyl)-2,6-difluorobenzene-1-carbonitrile